1-hydroxy-propan OCCC